1-(2-t-butylphenyloxy)2-butanol C(C)(C)(C)C1=C(C=CC=C1)OCC(CC)O